1-Methyl-N-(4-(4-methylpiperidin-1-yl)phenyl)-1H-benzo[d][1,2,3]triazol-6-amine CN1N=NC2=C1C=C(C=C2)NC2=CC=C(C=C2)N2CCC(CC2)C